C12(CCC(CC1)C1=CC=C(OCCN3CCOCC3)C=C1)OC1(OO2)C2CC3CC(CC1C3)C2 4-[2-(4-{dispiro[adamantane-2,2'-[1,3,5]trioxolane-4',1''-cyclohexane]-4''-yl}phenoxy)ethyl]morpholine